ClC=1C=CC=2N=CN=C(C2N1)NC1=C(C=C(C(=C1)OC)Cl)F 6-Chloro-N-(4-chloro-2-fluoro-5-methoxyphenyl)pyrido[3,2-d]pyrimidin-4-amine